(E)-3-(2,2-difluorobenzo[d][1,3]dioxol-5-yl)-1-(4-(6-(1-hydroxycyclopropyl)pyridazine-4-carbonyl)piperazin-1-yl)prop-2-en-1-one FC1(OC2=C(O1)C=CC(=C2)/C=C/C(=O)N2CCN(CC2)C(=O)C2=CN=NC(=C2)C2(CC2)O)F